COC(C(=O)N(C1C(CCCC1)C)CC=1C=CC2=C(N=CS2)C1)=O 2-((Benzo[d]thiazol-5-ylmethyl)(2-methylcyclohexyl)amino)-2-oxoacetic acid methyl ester